C(#N)N(C=1SC(=C(N1)C(=O)NC1C(CC1)(C)C)C)C1=CC(=NC(=C1)F)F 2-(cyano-(2,6-difluoro-4-pyridyl)-amino)-N-(2,2-dimethylcyclobutyl)-5-methyl-thiazole-4-carboxamide